N,N'-di(3-hexyl)-1,12-diaminododecane CCC(CCC)NCCCCCCCCCCCCNC(CC)CCC